C(#N)C(C)(C)N1CC=C(C=C1)NC(CCC1=CC(=NC=C1)OC)=O N-(1-Cyano-1-methylethyl)-4-[3-(2-methoxy-4-pyridyl)propanoylamino]pyridin